1-[(2R,4S)-4-[4-Amino-3-[2-(4,6-difluoro-2-methyl-1H-1,3-benzodiazol-5-yl)ethynyl]pyrazolo[4,3-c]pyridin-1-yl]-2-(methoxymethyl)pyrrolidin-1-yl]prop-2-en-1-one NC1=NC=CC2=C1C(=NN2[C@H]2C[C@@H](N(C2)C(C=C)=O)COC)C#CC2=C(C1=C(NC(=N1)C)C=C2F)F